N,N-bis(β-naphthyl)p-phenylenediamine C1=C(C=CC2=CC=CC=C12)N(C1=CC=C(C=C1)N)C1=CC2=CC=CC=C2C=C1